4-(4,4-difluoropiperidine-1-carbonyl)-3-(6-isopropyl-2-pyridyl)benzonitrile FC1(CCN(CC1)C(=O)C1=C(C=C(C#N)C=C1)C1=NC(=CC=C1)C(C)C)F